5-(2-ethoxy-4-(pyridin-3-yl)phenyl)-3,6-dihydro-7H-[1,2,3]triazolo[4,5-d]pyrimidin-7-one C(C)OC1=C(C=CC(=C1)C=1C=NC=CC1)C=1NC(C2=C(N1)NN=N2)=O